(1R*,3S*)-1-([1,1'-biphenyl]-3-ylmethyl)-3-(methylsulfonamido)cyclopentane-1-carboxamide C1(=CC(=CC=C1)C[C@]1(C[C@H](CC1)NS(=O)(=O)C)C(=O)N)C1=CC=CC=C1 |o1:7,9|